C(C1=CC=CC=C1)OC(=O)N[C@@H](CCN(CCCCC1=CC=C2CCCN(C2=N1)C(=O)OC(C)(C)C)CCOCC(F)F)C(=O)OC tert-butyl (S)-7-(4-((3-(((benzyloxy) carbonyl) amino)-4-methoxy-4-oxobutyl) (2-(2,2-difluoroethoxy) ethyl) amino) butyl)-3,4-dihydro-1,8-naphthyridine-1(2H)-carboxylate